C(C1=CC=CC=C1)[C@@H]1N(CCC1)C1=CC(=CC(N1)=O)N1CCOCC1 (R)-6-(2-benzylpyrrolidin-1-yl)-4-morpholinopyridin-2(1H)-one